ClC=1C(=NC(=NC1)N1CC(CC1)C1CN(CCC1)C1CC(C1)(C(=O)O)C)N[C@H](C)C1=C(C=C(C=C1)Cl)Cl 3-(3-(1-(5-chloro-4-(((R)-1-(2,4-dichlorophenyl)ethyl)amino)pyrimidin-2-yl)pyrrolidin-3-yl)piperidin-1-yl)-1-methylcyclobutane-1-carboxylic acid